C(C)(=O)OC=CS mercaptovinyl acetate